1-[[2-(difluoromethoxy)pyridin-4-yl]methyl]-3-[rac-(1r,2r)-2-hydroxy-5,5-dimethylcyclohexyl]urea FC(OC1=NC=CC(=C1)CNC(=O)N[C@H]1[C@@H](CCC(C1)(C)C)O)F |r|